C(C1=CC=CC=C1)NCCC[Si](OCC)(OCC)OCC N-benzyl-3-(triethoxysilyl)propane-1-amine